C(C)OC(=O)[C@H]1[C@@H]2CC[C@H](/C=C/C[C@H]12)OC(=O)OC1=C(C(=C(C(=C1F)F)F)F)F (1S,5R,8R,9S,E)-5-(((perfluorophenoxy)carbonyl)oxy)bicyclo[6.1.0]non-3-ene-9-carboxylic acid ethyl ester